C1(CC1)COC1=C(C=C(C=C1)S(=O)(=O)C)C=1C=C(C(N(C1)C)=O)N(C)C 5-[2-(cyclopropylmethoxy)-5-methylsulfonylphenyl]-3-(dimethylamino)-1-methylpyridin-2-one